1,2-dioleoyl-glycero-3-phosphoryl-Phosphorylcholine C(CCCCCCC\C=C/CCCCCCCC)(=O)OCC(OC(CCCCCCC\C=C/CCCCCCCC)=O)COP(=O)(O)P(=O)=C(O)C[N+](C)(C)C